N-((1R,3s,5S)-8-benzyl-8-azabicyclo[3.2.1]octan-3-yl)-2-methyl-1H-indole-6-carboxamide C(C1=CC=CC=C1)N1[C@H]2CC(C[C@@H]1CC2)NC(=O)C2=CC=C1C=C(NC1=C2)C